CCOC(=O)[C@H](CCC1=CC=CC=C1)N[C@H]2CCC3=CC=CC=C3N(C2=O)CC(=O)O.Cl The molecule is a hydrochloride salt resulting from the reaction of benazepril with 1 mol eq. of hydrogen chloride. It is used as a prodrug for angiotensin-converting enzyme inhibitor benazeprilat in the treatment of hypertension and heart failure. It has a role as an EC 3.4.15.1 (peptidyl-dipeptidase A) inhibitor. It contains a benazepril(1+).